4-Allyl-2-(5-Allyl-2-hydroxy-phenyl)phenol C(C=C)C1=CC(=C(C=C1)O)C1=C(C=CC(=C1)CC=C)O